1-phenylpiperidin-4-amine C1(=CC=CC=C1)N1CCC(CC1)N